N-(7-bromo-4-(2-chloro-5-fluorophenoxy)-3-(1,3-dioxoisoindolin-2-yl)-1-(tetrahydro-2H-pyran-2-yl)-1H-indazol-5-yl)-3-fluoro-5-(trifluoromethyl)benzamide BrC=1C=C(C(=C2C(=NN(C12)C1OCCCC1)N1C(C2=CC=CC=C2C1=O)=O)OC1=C(C=CC(=C1)F)Cl)NC(C1=CC(=CC(=C1)C(F)(F)F)F)=O